3-(2'-methylphenyl)-4-acetyl-5-methyl-oxazol-2(3H)-one CC1=C(C=CC=C1)N1C(OC(=C1C(C)=O)C)=O